BrC1=CC=C(C=N1)OCC(CO[Si](C)(C)C(C)(C)C)NC(OC(C)(C)C)=O tert-butyl N-[1-[(6-bromo-3-pyridyl)oxymethyl]-2-[tert-butyl(dimethyl)silyl]oxy-ethyl]carbamate